Tert-butyl 6-(5-chloropyrimidin-2-yl)-2-azaspiro[3.3]hept-5-ene-2-carboxylate ClC=1C=NC(=NC1)C1=CC2(CN(C2)C(=O)OC(C)(C)C)C1